CC1=C(C(NC(=C1)C)=O)CC1=C(C(=C(C(=O)N)C=C1NC)C)N(C1CCOCC1)CCC ((4,6-dimethyl-2-oxo-1,2-dihydropyridin-3-yl)methyl)-3-(propyl-(tetrahydro-2H-pyran-4-yl)amino)-2-methyl-5-(methylamino)benzamide